C1(=CC=CC=2C#CCCC3=C(C21)C=CC=C3)C(C(C(=O)Cl)=C)C(=O)Cl DibenzocyclooctynITACONIC ACID CHLORIDE